CC1=CC(=C(C(=C1)C(C)(C)C)O)C(C)(C)C 2,6-di-tert-butyl-methylphenol